C12CCC(CC1)CC2 (1S,4R)-bicyclo[2.2.2]octane